10-(Benzenesulfonyl)-3-[3-[tert-butyl(dimethyl)silyl]oxycyclobutyl]-3,5,8,10-tetrazatricyclo[7.3.0.02,6]dodeca-1,6,8,11-tetraen-4-one C1(=CC=CC=C1)S(=O)(=O)N1C2=NC=C3NC(N(C3=C2C=C1)C1CC(C1)O[Si](C)(C)C(C)(C)C)=O